ClC1=CC=C(C(=N1)S(=O)(=O)N)O[C@H](C)C=1C=C(C=C2C(C(=C(OC12)C1=CN=C(O1)C)C)=O)C 6-Chloro-3-[(1R)-1-[3,6-dimethyl-2-(2-methyloxazol-5-yl)-4-oxo-chromen-8-yl]ethoxy]pyridine-2-sulfonamide